C1(CC1)[C@H]1OC2=CC=CC=C2C=C1[N+](=O)[O-] (R)-2-cyclopropyl-3-nitro-2H-chromene